ClC1=CC=C(N=N1)C1(CC1)C#N 1-(6-chloropyridazin-3-yl)cyclopropane-1-carbonitrile